2-(2-Thioxothiazolidine-3-carbonyl)-6-((2-(trimethylsilyl)ethyl)thio)pyridine 1-oxide S=C1SCCN1C(=O)C1=[N+](C(=CC=C1)SCC[Si](C)(C)C)[O-]